BrCCCCCCCC 8-bromooctan